3-(4-((2-cyclopropylethyl)((1R,4r)-4-((R)-3-(trifluoromethyl)pyrrolidin-1-yl)cyclohexyl)amino)-1-oxoisoindolin-2-yl)piperidine-2,6-dione bis(2,2,2-trifluoroacetate) FC(C(=O)O)(F)F.FC(C(=O)O)(F)F.C1(CC1)CCN(C1=C2CN(C(C2=CC=C1)=O)C1C(NC(CC1)=O)=O)C1CCC(CC1)N1C[C@@H](CC1)C(F)(F)F